[In].C(CCCCC)C(C(O)=O)CCCCCCCC 2-hexyl-capric acid indium